NC(CCCN(CCO)CC1=CC=CC=C1)C 2-[4-aminopentyl-(benzyl)amino]ethanol